N-(benzo[d][1,3]dioxol-5-yl(phenyl)methyl)-2-oxo-6-(trifluoromethyl)-1,2-dihydropyridine-3-carboxamide O1COC2=C1C=CC(=C2)C(NC(=O)C=2C(NC(=CC2)C(F)(F)F)=O)C2=CC=CC=C2